C(C1=CC=CC=C1)(C1=CC=CC=C1)(C1=CC=CC=C1)OC[C@H](COCCCCCCCCCCCCCCCCC)O (S)-1-O-trityl-3-(heptadecyloxy)propane-1,2-diol